[13C]glutamate N[13C@@H](CCC(=O)[O-])C(=O)[O-]